2-(pyridin-4-yl)-2,6-diazaspiro[3.3]heptane N1=CC=C(C=C1)N1CC2(C1)CNC2